2-(((4-Nitrophenyl)sulfonyl)oxy)ethyl 6-(6-(pyridin-2-yl)-1,2,4,5-tetrazin-3-yl)nicotinate N1=C(C=CC=C1)C1=NN=C(N=N1)C1=NC=C(C(=O)OCCOS(=O)(=O)C2=CC=C(C=C2)[N+](=O)[O-])C=C1